C(C1=CC=CC=C1)C1(C[C@@H]2[C@@H](CN(C2)CC(=O)C=2C=NC(=CC2)O)C1)O 2-((3aR,5R,6aS)-5-benzyl-5-hydroxy-octahydrocyclopenta[c]pyrrol-2-yl)-1-(6-hydroxypyridin-3-yl)ethan-1-one